FC1CN(C1)C(CN1N=CC2=NC=C(C=C21)C2=CC(=CC=C2)CF)=O 1-(3-Fluoroazetidin-1-yl)-2-[6-[3-(fluoromethyl)phenyl]pyrazolo[4,3-b]pyridin-1-yl]ethanone